1-(((4-(7-Bromo-6-fluoro-1H-indol-3-yl)-5-(trifluoromethyl)pyrimidin-2-yl)amino)methyl)-5-Azaspiro[2.4]heptane-5-carboxylate BrC=1C(=CC=C2C(=CNC12)C1=NC(=NC=C1C(F)(F)F)NCC1CC12CN(CC2)C(=O)[O-])F